N=1NC(C=CC1)=O pyridazin-3-one